C(CC)(=O)OOC1=CC(=C(C=C1)C1=NC(=NC(=N1)C1=CC=C(C=C1)C1=CC=CC=C1)C1=CC=C(C=C1)C1=CC=CC=C1)O 4-[4,6-bis(4-phenylphenyl)-1,3,5-triazin-2-yl]-3-hydroxy-phenoxy propanoate